(S)-N-(1-cyano-2-methylpropyl)-4-(5-methyl-2-((1-(1-methylpiperidin-4-yl)-1H-pyrazol-4-yl)amino)pyrimidin-4-yl)benzamide C(#N)[C@H](C(C)C)NC(C1=CC=C(C=C1)C1=NC(=NC=C1C)NC=1C=NN(C1)C1CCN(CC1)C)=O